3a-hydroxy-1-(6-methoxypyridin-3-yl)-1H,2H,3H,3aH,4H-pyrrolo[2,3-b]1,7-naphthyridin-4-one OC12C(=NC3=CN=CC=C3C1=O)N(CC2)C=2C=NC(=CC2)OC